4-methylene-1,3-dioxolan-2-one C=C1OC(OC1)=O